BrC=1C=NC(=NC1)C(C)NC1=CC(N(C2=CC=C(C=C12)[N+](=O)[O-])C)=O 4-((1-(5-bromopyrimidin-2-yl)ethyl)amino)-1-methyl-6-nitroquinolin-2(1H)-one